(S)-N-(3-cyclopropyl-1H-pyrazol-5-yl)-1-(4-fluoro-3-methylphenyl)-5-oxopyrrolidine-3-carboxamide C1(CC1)C1=NNC(=C1)NC(=O)[C@@H]1CN(C(C1)=O)C1=CC(=C(C=C1)F)C